O-methyl thiodichlorophosphate P(=S)(OC)(Cl)Cl